C(C1=CC=CC=C1)=C1C=C(C(C(=C1)C)=O)C 4-benzylidene-2,6-dimethylcyclohexa-2,5-dien-1-one